C(C)(=O)C[C@H](N)C(=O)N[C@H](CCC(=O)O)C(N)=O 3-acetyl-L-alanyl-D-isoglutamine